ClC1=CC=C2CCC(CC2=C1)=O 7-chlorotetralin-2-one